C(C1=CC=CC=C1)(C1=CC=CC=C1)N1CC(C1)N1CC2=CC=C(C=C2CC1)OC(F)(F)F 2-(1-benzhydryl-azetidin-3-yl)-6-(trifluoromethoxy)-1,2,3,4-tetrahydroisoquinoline